3-(3-(1-(2-(5-((4,6-difluoro-1H-indol-5-yl)oxy)-2-fluorophenyl)-1H-imidazol-5-yl)cyclopropyl)phenyl)propanoic acid FC1=C2C=CNC2=CC(=C1OC=1C=CC(=C(C1)C=1NC(=CN1)C1(CC1)C=1C=C(C=CC1)CCC(=O)O)F)F